Dimethyl 2-oxopimelate O=C(C(=O)OC)CCCCC(=O)OC